(R)-5-chloro-1'-(2-{4-[methyl(methylimino)oxo-λ6-sulfanyl]phenoxy}ethyl)-1,2-dihydrospiro[indole-3,4'-piperidin]-2-one ClC=1C=C2C(=CC1)NC(C21CCN(CC1)CCOC1=CC=C(C=C1)[S@@](=O)(=NC)C)=O